3-(5-(1-(oxetan-3-yl)-4-(pyrrolidin-1-ylmethyl)-1H-pyrazolo[3,4-b]pyridin-6-yl)-1-oxo-isoindolin-2-yl)piperidine-2,6-dione O1CC(C1)N1N=CC=2C1=NC(=CC2CN2CCCC2)C=2C=C1CN(C(C1=CC2)=O)C2C(NC(CC2)=O)=O